1-Imidazol-1-ylmethyl-cyclopropanecarboxylic acid [6-fluoro-4-methoxy-7-(tetrahydro-pyran-4-yl)-thiazolo[4,5-c]pyridin-2-yl]-amide FC1=C(C2=C(C(=N1)OC)N=C(S2)NC(=O)C2(CC2)CN2C=NC=C2)C2CCOCC2